l(+)-tartaric acid C([C@H](O)[C@@H](O)C(=O)O)(=O)O